(6-(3,3,4-trimethylpiperazin-1-yl)pyrazolo[1,5-a]pyridin-3-yl)methanone CC1(CN(CCN1C)C=1C=CC=2N(C1)N=CC2C=O)C